2,3,4,5-tetra(9H-carbazol-9-yl)-6-(6-methylpyridin-2-yl)benzonitrile C1=CC=CC=2C3=CC=CC=C3N(C12)C1=C(C#N)C(=C(C(=C1N1C2=CC=CC=C2C=2C=CC=CC12)N1C2=CC=CC=C2C=2C=CC=CC12)N1C2=CC=CC=C2C=2C=CC=CC12)C1=NC(=CC=C1)C